FERULOYLTYRAMINE COC1=C(C=CC(=C1)/C=C/C(=O)NCCC2=CC=C(C=C2)O)O